diisopropyldimethylammonium C(C)(C)[N+](C)(C)C(C)C